3-(3-hydroxy-1-methyl-2-oxopyrrolidin-3-yl)-1-methyl-1H-pyrazol OC1(C(N(CC1)C)=O)C1=NN(C=C1)C